C(C1=CC=CC=C1)OC(=O)N(S(=O)(=O)N([C@H](C(=O)OC(C)(C)C)CC(=O)OC(C)(C)C)CC1=CC(=CC=C1)C(=O)OC(C)(C)C)CC1=CC=C(C=C1)OC(C1=CC=C(C=C1)NC(=NC(=O)OC(C)(C)C)NC(=O)OC(C)(C)C)=O (S)-di-tert-butyl 2-((N-((benzyloxy)carbonyl)-N-(4-((4-(2,3-bis(tert-butoxycarbonyl)guanidino)benzoyl)oxy)benzyl)sulfamoyl) (3-(tert-butoxycarbonyl)benzyl)amino)succinate